C(=O)(OCC1=CC=CC=C1)N[C@@H](CC(C)C)C(=O)O N-Cbz-leucine